C1CCC=CC1 rac-(trans)-cyclohex-4-en